ClC=1C=C2C=NC(=NC2=CC1N1CCC(CC1)(O)C)NC=1C=NN(C1C)[C@H]1[C@H](CC1)OC |o1:26,27| 1-[6-chloro-2-({1-[(1R,2S) or (1S,2R)-2-methoxycyclobutyl]-5-methyl-1H-pyrazol-4-yl}amino)quinazolin-7-yl]-4-methylpiperidin-4-ol